(Benzotriazol-1-yloxy)tris(dimethylamino)phosphonium hexafluoro-phosphat F[P-](F)(F)(F)(F)F.N1(N=NC2=C1C=CC=C2)O[P+](N(C)C)(N(C)C)N(C)C